1-(6-aminopyridin-3-yl)-4-(1-methylpyrrolidin-2-yl)piperidin-4-ol NC1=CC=C(C=N1)N1CCC(CC1)(O)C1N(CCC1)C